1,5-dimethylpiperidin-2-one CN1C(CCC(C1)C)=O